3,5-dimethoxy-4'-isopropyl-trans-stilbene COC=1C=C(C=C(C1)OC)\C=C\C1=CC=C(C=C1)C(C)C